2,3-dihydrofuro[2,3-c]pyridin-5-ylmethanol O1CCC=2C1=CN=C(C2)CO